Cl.NC(C(=O)N1CCN(CC1)C(=O)NC1=NC(N(C=C1)C1=CC=C(C=C1)OCC(C)N1CC2C(C2C1)CN)=O)(C)C 4-(2-amino-2-methylpropanoyl)-N-(1-(4-(2-(exo-6-(aminomethyl)-3-azabicyclo[3.1.0]hexan-3-yl)propoxy)phenyl)-2-oxo-1,2-dihydropyrimidin-4-yl)piperazine-1-carboxamide hydrochloride salt